C1(CCC1)CNC(=O)[O-] (cyclobutylmethyl)aminocarboxylate